2-[[2-(methacryloxyoxy)ethoxy]carbonyl]benzoic acid C(C(=C)C)(=O)OOCCOC(=O)C1=C(C(=O)O)C=CC=C1